7-((1-acetylpiperidin-4-yl)methoxy)-5-fluoro-2-(((1-methylpiperidin-4-yl)thio)methyl)quinazolin-4(3H)-one C(C)(=O)N1CCC(CC1)COC1=CC(=C2C(NC(=NC2=C1)CSC1CCN(CC1)C)=O)F